COC1=CC=C(C=C1)P(=NC1=CC=C(C=C1)C1=CC=C(C=C1)C1=CC=C(C=C1)N=P(C1=CC=C(C=C1)OC)(C1=CC=C(C=C1)OC)C1=CC=C(C=C1)OC)(C1=CC=C(C=C1)OC)C1=CC=C(C=C1)OC N4,N4''-bis(tris(4-methoxyphenyl)phosphoranylidene)-[1,1':4',1''-terphenyl]-4,4''-diamine